N-cyclopropyl-2-(difluoromethoxy)-4-[7-(2-hydroxy-1,1,3-trimethylbutyl)imidazo[1,2-a]pyridin-3-yl]-6-methoxybenzamide C1(CC1)NC(C1=C(C=C(C=C1OC)C1=CN=C2N1C=CC(=C2)C(C(C(C)C)O)(C)C)OC(F)F)=O